N,N-bis-(methoxyphosphinyl)aminotetrahydrothiophene-1,1-dioxide COP(=O)N(P(=O)OC)C1S(CCC1)(=O)=O